Cl.Cl.CNC(=O)C1=NC=C(C=C1)N1CCNCC1 N-methyl-5-(piperazin-1-yl)pyridine-2-carboxamide dihydrochloride